CN1N=CC=N1 2-methyl-2H-[1,2,3]triazol